BrCCCOCC1=CC=C(C=C1)OC 1-(3-bromopropoxymethyl)-4-methoxy-benzene